C(C)(C)(C)OC(NC/C(=C\F)/COC=1C=NC(=NC1)N1CCC(CC1)C(C1=C(C=CC=C1)N(C)C)=O)=O N-[(E)-2-[[2-[4-(dimethylaminobenzoyl)-1-piperidinyl]pyrimidin-5-yl]oxymethyl]-3-fluoro-allyl]carbamic acid tert-butyl ester